tert-Butyl-((7R)-2-(2-(1-(cyclopropylmethyl)-6-(4-ethoxypiperidin-1-yl)-1H-indol-2-yl)-4-methoxy-3-methylbenzofuran-6-carbonyl)-2-azabicyclo[2.2.1]heptan-7-yl)carbamate C(C)(C)(C)OC(N[C@H]1C2N(CC1CC2)C(=O)C2=CC1=C(C(=C(O1)C=1N(C3=CC(=CC=C3C1)N1CCC(CC1)OCC)CC1CC1)C)C(=C2)OC)=O